((6-(difluoromethoxy)-2-(3'-(5-((((1R,2S)-2-hydroxycyclopentyl)amino)methyl)benzo[d]oxazol-2-yl)-2,2'-dimethyl-[1,1-biphenyl]-3-yl)benzo[d]oxazol-5-yl)methyl)-D-proline FC(OC1=CC2=C(N=C(O2)C=2C(=C(C=CC2)C2=C(C(=CC=C2)C=2OC3=C(N2)C=C(C=C3)CN[C@H]3[C@H](CCC3)O)C)C)C=C1CN1[C@H](CCC1)C(=O)O)F